CN1CCN(CC1)C1=CC=C(C=C1)NC=1N=CC2=C(N1)NC(C=C2)=O 2-((4-(4-methylpiperazin-1-yl)phenyl)amino)pyrido[2,3-d]pyrimidin-7(8H)-one